N-((R)-1-(4-cyclopropoxyphenyl)-2,2,2-trifluoroethyl)-2-(2,6-dioxopiperidin-3-yl)-1-oxoisoindoline-5-carboxamide C1(CC1)OC1=CC=C(C=C1)[C@H](C(F)(F)F)NC(=O)C=1C=C2CN(C(C2=CC1)=O)C1C(NC(CC1)=O)=O